FC1=C(C=C(C=C1)C(=O)N1CCC(CC1)OC1CCN(CC1)CCC1=C(C=C(C=C1OC)C1=CN(C(C2=CN=CC=C12)=O)CCCCCC)OC)N1C(NC(CC1)=O)=O 1-(2-fluoro-5-(4-((1-(4-(2-hexyl-1-oxo-1,2-dihydro-2,7-naphthyridin-4-yl)-2,6-dimethoxyphenethyl)piperidin-4-yl)oxy)piperidine-1-carbonyl)phenyl)dihydropyrimidine-2,4(1H,3H)-dione